C(=O)(O)C=1C=C(C=C(C1)C(=O)O)C1=C(C(=C(C(=C1OC)C1=CC(=CC(=C1)C(=O)O)C(=O)O)OC)C1=CC(=CC(=C1)C(=O)O)C(=O)O)OC 1,3,5-tris(3,5-dicarboxyphenyl)-2,4,6-trimethoxybenzene